1-(((5S,7S)-3-(6-methoxy-4-methylpyridin-3-yl)-7-methyl-2-oxo-1-oxa-3-azaspiro[4.5]decane-7-yl)methyl)-1H-benzo[d]imidazole-6-carbonitrile COC1=CC(=C(C=N1)N1C(O[C@]2(C1)C[C@@](CCC2)(C)CN2C=NC1=C2C=C(C=C1)C#N)=O)C